2-cyclopropyl-4-((1-(4-fluorobenzyl)azetidin-3-yl)oxy)pyrimidine-5-carbonitrile C1(CC1)C1=NC=C(C(=N1)OC1CN(C1)CC1=CC=C(C=C1)F)C#N